SC1=CC=C(C(=O)O)C=C1 4-mercaptobenzoic acid